5,5'-dimethoxy-2,4'-diaminobiphenyl COC=1C=CC(=C(C1)C1=CC=C(C(=C1)OC)N)N